FC(C[C@H](N)C1=CC=CC=C1)(F)F (S)-3,3,3-trifluoro-1-phenylpropan-1-amine